N-((3S,4S)-3-fluorotetrahydro-2H-pyran-4-yl)-8-isopropoxy-[1,2,4]triazolo[1,5-a]pyridin-2-amine F[C@@H]1COCC[C@@H]1NC1=NN2C(C(=CC=C2)OC(C)C)=N1